FC1=CC(=C(C=C1F)[B-](F)(F)F)O.[K+] Potassium (4,5-difluoro-2-hydroxyphenyl)trifluoroborate